ClC1=CC=C(C=C1)C(NC(=O)[C@]1(CNC(O1)=O)C)C1=CC=C(C=C1)Cl |o1:11| (R or S)-N-(bis(4-chlorophenyl)methyl)-5-methyl-2-oxooxazolidine-5-carboxamide